N,1-diisopropyl-4-mesityl-benzimidazol-2-amine C(C)(C)NC1=NC2=C(N1C(C)C)C=CC=C2C2=C(C=C(C=C2C)C)C